CN(C1CCC(CC1)NC1=C2C=C(N(C2=CC=C1)CC(F)(F)F)C#CCN(C(C(C)C)=O)C1=C(C=C(C=C1)S(=O)(=O)C)O)C N-(3-(4-(((1R,4R)-4-(dimethylamino)cyclohexyl)amino)-1-(2,2,2-trifluoroethyl)-1H-indol-2-yl)prop-2-yn-1-yl)-N-(2-hydroxy-4-(methylsulfonyl)phenyl)isobutyramide